N-{(R)-1-[3-(difluoromethyl)-2-fluorophenyl]ethyl}-5-chloro-1-[5-(4-chloro-1-methyl-1H-1,2,3-triazol-5-yl)-3-pyridyl]-6-oxo-1,6-dihydropyridazine-3-carboxamide FC(C=1C(=C(C=CC1)[C@@H](C)NC(=O)C1=NN(C(C(=C1)Cl)=O)C=1C=NC=C(C1)C1=C(N=NN1C)Cl)F)F